C(C)N=C(N)C1=CC=CC=C1 Ethyl-phenyl-formamidine